CC1=C(C=CC(=C1)B1OC(C(O1)(C)C)(C)C)C(=O)N1CC2(COC2)C1 (2-methyl-4-(4,4,5,5-tetramethyl-1,3,2-dioxaborolan-2-yl)phenyl)(2-oxa-6-azaspiro[3.3]Heptane-6-yl)methanone